NC=1C(C2=CC=C(C=C2C(C1Cl)=O)CCCCC)=O 2-amino-3-chloro-6-pentyl-1,4-naphthoquinone